2-(1-methylpiperidin-4-yl)-2,7-diazepine CN1CCC(CC1)N1C=NC=CC=C1